3-(5-methylisoxazol-3-yl)-N-(5,6,7,8-tetrahydro-1,6-naphthyridin-2-yl)-[1,2,4]triazolo[4,3-b]pyridazine-6-carboxamide hydrochloride Cl.CC1=CC(=NO1)C1=NN=C2N1N=C(C=C2)C(=O)NC2=NC=1CCNCC1C=C2